methyl 2-(4-(2-(4-chloro-2-fluorophenyl)-2-methylbenzo[d][1,3]dioxol-4-yl)benzyl)-1-(((S)-oxetan-2-yl)methyl)-1H-thieno[2,3-d]imidazole-5-carboxylate ClC1=CC(=C(C=C1)C1(OC2=C(O1)C=CC=C2C2=CC=C(CC=1N(C3=C(N1)SC(=C3)C(=O)OC)C[C@H]3OCC3)C=C2)C)F